(R)-3-(9-((1s,4S)-4-carbamoylcyclohexyl)-8-(2,6-dichloro-4-(trifluoromethyl)phenylamino)-9H-purin-2-ylamino)-N-methylpiperidine-1-carboxamide C(N)(=O)C1CCC(CC1)N1C2=NC(=NC=C2N=C1NC1=C(C=C(C=C1Cl)C(F)(F)F)Cl)N[C@H]1CN(CCC1)C(=O)NC